(1R,2S,3R)-1-((R)-oxiran-2-yl)-2-phenethyl-4-pentene-1,3-diol O1[C@H](C1)[C@@H]([C@H]([C@@H](C=C)O)CCC1=CC=CC=C1)O